CC=1C(=NC=CC1)N1N=CC(=C1)C1=CNC2=NC=C(C=C21)C=2C=CC1=C(CC[C@H](CC1)N1C3COCC1C3)C2 6-[(7S)-2-{3-[1-(3-Methylpyridin-2-yl)-1H-pyrazol-4-yl]-1H-pyrrolo[2,3-b]pyridin-5-yl}-6,7,8,9-tetrahydro-5H-benzo[7]annulen-7-yl]-3-oxa-6-azabicyclo[3.1.1]heptane